C(C)C=1N=C2C(=C(C(NC2=CC1)=O)C#N)N1CCC(CC1)(C)OC 6-ethyl-4-(4-methoxy-4-methylpiperidin-1-yl)-2-oxo-1,2-dihydro-1,5-naphthyridine-3-carbonitrile